2-(4-(methoxycarbonyl)phenyl)-4-((2-nitrophenyl)sulfonyl)piperazin COC(=O)C1=CC=C(C=C1)C1NCCN(C1)S(=O)(=O)C1=C(C=CC=C1)[N+](=O)[O-]